dithiophene methyl-glycolate CC(C(=O)O)O.S1C=CC=C1.S1C=CC=C1